N1C(=O)NC=2N=CNC2C1=O xanthin